C(C1=CC=CC=C1)N1N=CC(=C1)C=1C(=C(C=CC1C)C1=CC=2N(C=C1)N=C(N2)N)F 7-(3-(1-benzyl-1H-pyrazol-4-yl)-2-fluoro-4-methylphenyl)-[1,2,4]triazolo[1,5-a]pyridin-2-amine